(S)-9-ethyl-5-fluoro-9-hydroxy-2,3,12,15-tetrahydro-1H,7H,13H-pyrano[3',4':6,7]indolizino[2,1-b]pyrido[3,2,1-ij]quinoline-7,10,13(9H)-trione C(C)[C@]1(C(OCC=2C(N3CC=4N5C6=C(C=C(C=C6C(C4C3=CC21)=O)F)CCC5)=O)=O)O